5-acetyl-6-amino-1,3-dimethyluracil C(C)(=O)C=1C(N(C(N(C1N)C)=O)C)=O